(S)-2-((benzyloxy)methyl)oxirane tert-butyl-4-(4-(dibenzylamino)butanoyl)piperidine-1-carboxylate C(C)(C)(C)OC(=O)N1CCC(CC1)C(CCCN(CC1=CC=CC=C1)CC1=CC=CC=C1)=O.C(C1=CC=CC=C1)OC[C@H]1OC1